4-allyl-2-((2-(3-fluorophenyl)hydrazino)methyl)-6-methoxyphenol C(C=C)C1=CC(=C(C(=C1)OC)O)CNNC1=CC(=CC=C1)F